tributyl-lambda5-phosphane C(CCC)[PH2](CCCC)CCCC